C(C)N(CC)CCCl N,N-diethyl-chloroethyl-amine